N-Ethyl-N-[2-(5,6,7-trifluoro-1H-indol-3-yl)ethyl]propane-1-amine C(C)N(CCC)CCC1=CNC2=C(C(=C(C=C12)F)F)F